OC1=C(C=CC=C1)C=1N=NC2=CC=C(C=C2C1)N1CC2(C1)CC(C2)C2=NOC(=C2)C(C(=O)O)C(C)C 2-(3-{2-[3-(2-hydroxyphenyl)cinnolin-6-yl]-2-azaspiro[3.3]heptan-6-yl}-1,2-oxazol-5-yl)-3-methylbutanoic acid